FC(CN1C(=NC2=C1C=CC=C2C2=C(C=C(C=C2)C(=O)N2CCOCC2)F)C(F)(F)F)F (4-(1-(2,2-difluoroethyl)-2-(trifluoromethyl)-1H-benzimidazol-4-yl)-3-fluorophenyl)(morpholin-4-yl)methanone